rac-(2R,5R)-1-benzyl-5-Fluoro-5-methyl-2-phenylpiperidine C(C1=CC=CC=C1)N1[C@H](CC[C@@](C1)(C)F)C1=CC=CC=C1 |r|